2-[(3-bromo-5-methyl-1,2,4-triazol-1-yl)methoxy]ethyl-trimethyl-silane BrC1=NN(C(=N1)C)COCC[Si](C)(C)C